(1S,4R,6R)-6-((3-(trifluoromethyl)pyridin-2-yl)oxy)-2-azabicyclo[2.2.1]heptan FC(C=1C(=NC=CC1)O[C@@H]1C[C@@H]2CN[C@H]1C2)(F)F